5-(((2-hydroxyethyl)amino)methyl)-4-methoxymethyl-pyridineamide OCCNCC=1C(=CC(=NC1)C(=O)N)COC